COC1=CC=C(C=C1)C#C.[Pd] palladium p-methoxyphenylacetylene